(S)-1-(4-fluorobenzyl)-N-(5-methyl-4-oxo-7-(2-oxa-7-azaspiro[3.5]non-7-yl)-2,3,4,5-tetrahydrobenzo[b][1,4]oxaazepin-3-yl)-1H-1,2,4-triazole-3-carboxamide FC1=CC=C(CN2N=C(N=C2)C(=O)N[C@@H]2C(N(C3=C(OC2)C=CC(=C3)N3CCC2(COC2)CC3)C)=O)C=C1